N-(3-(3-((2,6-Dioxopiperidin-3-yl)amino)phenyl)prop-2-yn-1-yl)-5-(4-(7-ethyl-1,3-dimethyl-2-oxo-1,2-dihydroquinolin-5-yl)-6-fluoro-3,4-dihydro-2H-benzo[b][1,4]oxazin-7-yl)picolinamide O=C1NC(CCC1NC=1C=C(C=CC1)C#CCNC(C1=NC=C(C=C1)C=1C(=CC2=C(OCCN2C2=C3C=C(C(N(C3=CC(=C2)CC)C)=O)C)C1)F)=O)=O